tert-butyl 4-[1-(7-chloro-1,6-naphthyridin-2-yl)ethenyl]piperidine-1-carboxylate ClC1=NC=C2C=CC(=NC2=C1)C(=C)C1CCN(CC1)C(=O)OC(C)(C)C